C(C1=CC=CC=C1)N1CN(N2C(C1=O)=C(C(C=C2)=O)O)C21C(CC3=CC=CC=C23)CC=2C=CC=CC21 3-benzyl-1-(9a,10-dihydroindeno[1,2-a]inden-4b(9H)-yl)-5-hydroxy-2,3-dihydro-1H-pyrido[2,1-f][1,2,4]triazine-4,6-dione